C(C)OC(=O)C=1OC(=NN1)CCC(F)(F)F.O=C1C2=CC=CC=C2C(C=2C=CC=C(C12)NC(C1=NC=CC=C1)=O)=O N-(9,10-dioxo-9,10-dihydroanthracen-1-yl)picolinamide Ethyl-5-(3,3,3-trifluoropropyl)-1,3,4-oxadiazole-2-carboxylate